N-((S)-3-(4-((3,5-dichloro-4-((R)-3-chloro-2-hydroxypropoxy)phenyl)sulfonyl)phenoxy)-2-hydroxypropyl)acetamide ClC=1C=C(C=C(C1OC[C@H](CCl)O)Cl)S(=O)(=O)C1=CC=C(OC[C@H](CNC(C)=O)O)C=C1